1-(4-(2-ethyl-3-(6-methoxypyridin-3-yl)-1H-pyrrolo[2,3-b]pyridin-5-yl)benzyl)piperidin-3-ol C(C)C1=C(C=2C(=NC=C(C2)C2=CC=C(CN3CC(CCC3)O)C=C2)N1)C=1C=NC(=CC1)OC